C(C)OC1=C(C(C=O)=C(C(=C1)Br)Br)O 3-ethoxy-5,6-dibromosalicylaldehyde